ClC=1C(=NN(C1)COCC[Si](C)(C)C)N 4-Chloro-1-((2-(trimethylsilyl)ethoxy)methyl)-1H-pyrazol-3-amine